ClC=1CN(C(=CC1OCC1=C(C=CC=C1F)F)C)C1=CC(=NC=C1C)N1CC(=CC=C1)C(C)(C)O 3''-chloro-4''-((2,6-difluorophenyl)methoxy)-3-(2-hydroxypropane-2-yl)-5',6''-dimethyl-2H,2''H-[1,2':4',1''-terpyridine]